7-(4-(bis(2-hydroxyethyl)amino)butoxy)-5-hydroxy-8-methoxy-2-phenyl-4H-chromen-4-one OCCN(CCCCOC1=CC(=C2C(C=C(OC2=C1OC)C1=CC=CC=C1)=O)O)CCO